BrC12CC(C1)C2 bromo-bicyclo[1.1.1]pentane